ethylene Pyrophosphate O1P(OCC1)(=O)OP(=O)([O-])[O-]